C(C)OC1=C(C=CC(=C1F)F)[C@@H]1C(O[C@@]([C@@H]1C)(C(F)(F)F)C)C(=O)NC1=C[C@@H]([N+](C=C1)=O)C(=O)N (2R,3R,4R,5S)-4-[[3-(2-ethoxy-3,4-difluoro-phenyl)-4,5-dimethyl-5-(trifluoromethyl)tetrahydrofuran-2-carbonyl]amino]-1-oxo-pyridin-1-ium-2-carboxamide